1'-methyl-5-(4,4,5,5-tetramethyl-1,3,2-dioxaborolan-2-yl)spiro[indoline-3,4'-piperidin]-2-one CN1CCC2(CC1)C(NC1=CC=C(C=C12)B1OC(C(O1)(C)C)(C)C)=O